N-[N-methoxy-methyl-carbonimidoyl]-4-[5-(trifluoromethyl)-1,2,4-oxadiazol-3-yl]benzamide CON=C(C)NC(C1=CC=C(C=C1)C1=NOC(=N1)C(F)(F)F)=O